The molecule is a biladiene that is the 15-oxo derivative of beta-bilirubin. It is a member of biladienes and a dicarboxylic acid. It is a conjugate acid of a 15-oxo-beta-bilirubin(2-). CC1=C(/C(=C/C2=C(C(=C(N2)C(=O)C3=C(C(=C(N3)/C=C\\4/C(=C(C(=O)N4)C=C)C)C=C)C)C)CCC(=O)O)/NC1=O)CCC(=O)O